(R)-7-bromo-6-fluoro-2,10-dimethyl-9,10-dihydro-8-oxa-2,4,10a-triazanaphtho[2,1,8-cde]azulen-1(2H)-one BrC1=C(C=C2N=CC=3N(C(N4[C@@H](COC1=C2C34)C)=O)C)F